C([C@H](C(=O)C(=O)O)O)OP(=O)(O)O The molecule is a 2-oxo monocarboxylic acid that is 2-oxobutanoic acid which is substituted by a phosphonooxy group at position 4 and a hydroxy group at the 3-pro-R position. It has a role as an Escherichia coli metabolite and a mouse metabolite. It is a 2-oxo monocarboxylic acid, a 3-hydroxy monocarboxylic acid, a carboxyalkyl phosphate, an oxoalkyl phosphate, a hydroxyalkyl phosphate and a secondary alpha-hydroxy ketone. It derives from a butyric acid. It is a conjugate acid of a (R)-3-hydroxy-2-oxo-4-(phosphonatoooxy)butanoate.